N,N,N',N'-tetrakis(4-carboxyphenyl)biphenyl-4,4'-diamine C(=O)(O)C1=CC=C(C=C1)N(C1=CC=C(C=C1)C1=CC=C(C=C1)N(C1=CC=C(C=C1)C(=O)O)C1=CC=C(C=C1)C(=O)O)C1=CC=C(C=C1)C(=O)O